6-(4-Bromobenzyl)-7-hydroxy-6,7-dihydro-5H-pyrrolo[3,4-b]pyridin-5-one-7-d BrC1=CC=C(CN2C(C3=NC=CC=C3C2=O)([2H])O)C=C1